CC(C(=O)NC1=C(N=NC=C1)C(C)(O)C(C(=O)OC(C)(C)C)CC(=O)OC(C)(C)C)(C)C 1,4-di-tert-butyl 2-{1-[4-(2,2-dimethylpropanamido)pyridazin-3-yl]-1-hydroxyethyl}butanedioate